ethyl 2-(6-(3-(4-chlorobenzyl)ureido)spiro[3.3]heptan-2-yl)acetate ClC1=CC=C(CNC(NC2CC3(CC(C3)CC(=O)OCC)C2)=O)C=C1